5-(4-(methoxymethoxy)phenyl)-2-oxa-5-azaspiro[3.5]nonan-6-one COCOC1=CC=C(C=C1)N1C2(COC2)CCCC1=O